7-(cyclobutoxy)-2-(1-methyl-2-oxabicyclo[2.1.1]hexan-4-yl)imidazo[1,2-a]pyrimidine-6-carboxylic acid C1(CCC1)OC1=NC=2N(C=C1C(=O)O)C=C(N2)C21COC(C2)(C1)C